5-methoxy-4-(((2S)-2-(4-(methoxycarbonyl)phenyl)-4-(prop-2-yn-1-yl)piperidin-1-yl)methyl)-7-methyl-1H-indole-1-carboxylic acid tert-butyl ester C(C)(C)(C)OC(=O)N1C=CC2=C(C(=CC(=C12)C)OC)CN1[C@@H](CC(CC1)CC#C)C1=CC=C(C=C1)C(=O)OC